CC1=C(SC=C1)S(=O)(=O)OC=1OC(=NN1)SCCCCOC1=C(OC2=CC(=CC(=C2C1=O)OC)OC)C1=CC(=C(C(=C1)OC)OC)OC (5-((4-((5,7-dimethoxy-4-oxo-2-(3,4,5-trimethoxyphenyl)-4H-chromen-3-yl) oxy) butyl) thio)-1,3,4-oxadiazol-2-yl) methylthiophene-2-sulfonate